methyl 4-(6-(2,5-difluorophenyl)-6-(1-methyl-2-oxo-1,2-dihydropyridin-3-yl) hex-1,3-diyn-1-yl)-3-iodopyrazolo[1,5-a]pyridine-5-carboxylate FC1=C(C=C(C=C1)F)C(CC#CC#CC=1C=2N(C=CC1C(=O)OC)N=CC2I)C=2C(N(C=CC2)C)=O